C(C)N1N=CC=C1C(=O)N[C@H](C(=O)NC1=C(C=C(C=C1)[C@@H](C(=O)N(CC(F)(F)F)C)C)F)[C@@H](CC)C1=CC=C(C=C1)F 1-ethyl-N-((2S,3S)-1-((2-fluoro-4-((S)-1-(methyl(2,2,2-trifluoroethyl)amino)-1-oxopropan-2-yl)phenyl)amino)-3-(4-fluorophenyl)-1-oxopentan-2-yl)-1H-pyrazole-5-carboxamide